C[C@@H]1CN(C[C@@H](O1)C)C(=O)C=1C2=C(N(N1)CC(=O)N1CCC(CC1)OC1=CC=CC=C1)CCC2 3-[(2R,6S)-2,6-dimethylmorpholine-4-carbonyl]-5,6-dihydrocyclopenta[c]pyrazol-1(4H)-yl-1-(4-phenoxypiperidin-1-yl)ethan-1-one